[Si](C)(C)(C(C)(C)C)OCC=1C=NC2=CC=C(C=C2C1)C(=O)OC methyl 3-(((tert-butyldimethylsilyl)oxy)methyl)quinoline-6-carboxylate